(trifluoromethyl)pyrimidin-2-amine FC(F)(F)C1=NC(=NC=C1)N